ClC(C(OC1[C@](O)([C@@](O)([C@@H](O1)COC(C1=CC=CC=C1)=O)C(C1=CC=CC=C1)=O)C(C1=CC=CC=C1)=O)=N)(Cl)Cl 2,3,5-O-tribenzoyl-L-arabinofuranosyl trichloroacetimidate